C(C(=C)C)(=O)O.C(C(O)C)(=O)O lactic acid monomethacrylate